2,3,4,9-tetrahydro-2-[2-(methylamino)benzoyl]-1H-pyrido[3,4-B]indol-1-one CNC1=C(C(=O)N2C(C=3NC4=CC=CC=C4C3CC2)=O)C=CC=C1